(E)-1-(N-amyl-pyrrol-2-yl)-3-(p-tolyl)prop-2-en-1-one C(CCCC)N1C(=CC=C1)C(\C=C\C1=CC=C(C=C1)C)=O